(R)-cyclopentaborane B1BBBB1